NC1CCN(CC1)C1=NC(=C2N=CN(C2=N1)C(C)C)NCC1=C(C=CC=C1)N1N=C(C=C1)NCC1OCCC1 2-(4-aminopiperidin-1-yl)-9-isopropyl-N-(2-(3-(((tetrahydrofuran-2-yl)methyl)amino)-1H-pyrazol-1-yl)benzyl)-9H-purin-6-amine